N1(CCC1)C[C@H]([C@H](O)C1=CC2=C(OCCO2)C=C1)NC(=O)C1CN(CC1)C1=CC2=CC=C(C=C2C=C1)F N-((1R,2R)-3-(azetidin-1-yl)-1-(2,3-dihydrobenzo[b][1,4]dioxin-6-yl)-1-hydroxypropan-2-yl)-1-(6-fluoronaphthalen-2-yl)pyrrolidine-3-carboxamide